(2-phenoxyethyl)dipentaerythritol bisphosphite P(O)(O)O.P(O)(O)O.O(C1=CC=CC=C1)CCC(O)C(CO)(COCC(CO)(CO)CO)CO